C1(CC1)C1(C=CNN1)C 5-cyclopropyl-5-methylpyrazoline